5-bromo-2-(chloromethyl)-1-methyl-1H-benzo[d]imidazole BrC1=CC2=C(N(C(=N2)CCl)C)C=C1